BrC1=NN(C(=C1)C1=NC2=C(C(O1)=O)C=C(C=C2Cl)C#N)C2=NC=CC=C2Cl 2-[3-bromo-1-(3-chloro-2-pyridyl)-1H-pyrazol-5-yl]-6-cyano-8-chloro-4H-3,1-benzoxazine-4-one